tert-butyl ((1-(5-((3-(2-bromoacetamido)-2-chlorophenyl)thio)pyrazin-2-yl)-4-methylpiperidin-4-yl)methyl)carbamate BrCC(=O)NC=1C(=C(C=CC1)SC=1N=CC(=NC1)N1CCC(CC1)(C)CNC(OC(C)(C)C)=O)Cl